1-(2-(3-Fluoro-5-(trifluoromethyl)benzyl)pyridin-4-yl)-N,3-dimethyl-1H-pyrazol-4-carboxamid FC=1C=C(CC2=NC=CC(=C2)N2N=C(C(=C2)C(=O)NC)C)C=C(C1)C(F)(F)F